2-(furan-2-yl)-1,3,4-thiadiazole O1C(=CC=C1)C=1SC=NN1